tert-butyl (1-(4-((2-(2,6-dioxopiperidin-3-yl)-1,3-dioxoisoindolin-4-yl)amino)-4-oxobutyl)piperidin-4-yl)carbamate O=C1NC(CCC1N1C(C2=CC=CC(=C2C1=O)NC(CCCN1CCC(CC1)NC(OC(C)(C)C)=O)=O)=O)=O